C(C)=O ethan-1-on